(R)-3-(N-Boc-N-methylamino)pyrrolidine (2R,3R,4S,5S,6R)-2-(acetoxymethyl)-6-(morpholinothio)tetrahydro-2H-pyran-3,4,5-triyl-triacetate C(C)(=O)OC[C@@H]1O[C@@H]([C@H]([C@H]([C@H]1CC(=O)O)CC(=O)O)CC(=O)O)SN1CCOCC1.C(=O)(OC(C)(C)C)N(C)[C@H]1CNCC1